((4-((tert-butyldimethylsilyl)oxy)-butyl)azanediyl)bis(5,5-dimethylhexane-6,1-diyl) bis(2-(cyclobutylmethyl)decanoate) C1(CCC1)CC(C(=O)OCCCCC(CN(CC(CCCCOC(C(CCCCCCCC)CC1CCC1)=O)(C)C)CCCCO[Si](C)(C)C(C)(C)C)(C)C)CCCCCCCC